thio-glycolic acid C(CO)(=S)O